bis(cyclopentadienyl)bis[2,6-difluoro-3-(2-ethylhexanoylamino)phenyl]titanium C1(C=CC=C1)[Ti](C1=C(C(=CC=C1F)NC(C(CCCC)CC)=O)F)(C1=C(C(=CC=C1F)NC(C(CCCC)CC)=O)F)C1C=CC=C1